(R)-4-(7-(3-aminopiperidin-1-yl)-3-(2-fluoro-4-(piperidin-1-yl)phenyl)-3H-imidazo[4,5-b]pyridin-2-yl)-2-fluorobenzonitrile N[C@H]1CN(CCC1)C1=C2C(=NC=C1)N(C(=N2)C2=CC(=C(C#N)C=C2)F)C2=C(C=C(C=C2)N2CCCCC2)F